CS(=O)=NC (methyl)(methyl-imino)-λ6-sulfanone